N-(3-(5-(3,3-difluorocyclobutyl)-1,2,4-oxadiazol-3-yl)-2,5-difluoro-6-methylphenyl)-7-(piperazin-1-yl)imidazo[1,2-a]pyridine-3-carboxamide FC1(CC(C1)C1=NC(=NO1)C=1C(=C(C(=C(C1)F)C)NC(=O)C1=CN=C2N1C=CC(=C2)N2CCNCC2)F)F